CC(C)(C)C1=CC=C(C=C1)CCC=O 3-[4-(1,1-dimethylethyl)phenyl]propanal